1-(13Z,16Z-docosadienoyl)-2-(9Z-pentadecenoyl)-glycero-3-phospho-(1'-sn-glycerol) CCCCC/C=C\CCCCCCCC(=O)O[C@H](COC(=O)CCCCCCCCCCC/C=C\C/C=C\CCCCC)COP(=O)(O)OC[C@H](CO)O